C(C=C)C1(C[C@H](N(C1=O)C(=O)OC(C)(C)C)C(=O)OCC1=CC=CC=C1)CC=C 2-benzyl 1-(tert-butyl) (S)-4,4-diallyl-5-oxopyrrolidine-1,2-dicarboxylate